OC1=C(C=CC(=C1)O)C(\C=C/C1=CC(=C(C=C1)OC)O)=O (Z)-1-(2,4-Dihydroxyphenyl)-3-(3-hydroxy-4-methoxyphenyl)prop-2-en-1-one